5-chloro-3-methyl-2-[1-methyl-5-(6-methyl-3,3a,4,5,7,7a-hexahydro-2H-pyrrolo[2,3-c]pyridin-1-yl)imidazo[4,5-b]pyrazin-2-yl]phenol ClC=1C=C(C(=C(C1)O)C1=NC=2C(=NC=C(N2)N2CCC3C2CN(CC3)C)N1C)C